C1=CC=CC=2C3=CC=CC=C3C(C12)COC(=O)N[C@H](C(=O)OC(C)(C)C)CC1=CN=NC(=C1)Cl tert-Butyl (S)-2-((((9H-fluoren-9-yl)methoxy)carbonyl)amino)-3-(6-chloropyridazin-4-yl)propanoate